di(3-aminopropyl)1,3-propylenediamine NCCCNCCCNCCCN